CC(C)C[C@H]1C(=O)N[C@H](C(=O)N1)CC2=CC=CC=C2 The molecule is a member of the class of 2,5-diketopiperazines that is piperazine-2,5-dione in which one hydrogen at position 3 and one hydrogen at position 6 are replaced by benzyl and isobutyl groups (the 3S,6S-diastereomer). It has a role as a metabolite.